[N+](=O)([O-])C1=C(C(=O)NC2=CC(=CC=C2)OC2=CC=CC=C2)C=CC=C1 2-nitro-N-(3-phenoxyphenyl)benzamide